CNCC[C@@]1(CCC2=C(C1)C=CC=N2)C3=CC(=C(C=C3)OC)OC The molecule is 5,6,7,8-Tetrahydroquinoline in whith the hydrogens at position 6 are substituted by a 3-azabutyl group and a 3,4-dimethoxyphenyl group. (S configuration). It is found in the herb kanna (Sceletium tortuosum). It has a role as a plant metabolite.